3,3'-(thiophen-2-ylmethylene)bis(1H-indole) S1C(=CC=C1)C(C1=CNC2=CC=CC=C12)C1=CNC2=CC=CC=C12